C(C1=CC=CC=C1)OC1CCCCC1 3-benzyloxycyclohexane